CC=1[C@@H]2C(C(CC1)C2)(C)C (R)-2,6,6-Trimethylbicyclo[3.1.1]hept-2-ene